N-[(7S)-3-hydroxy-1,2-dimethoxy-10-methylsulfanyl-9-oxo-5,6,7,9-tetrahydrobenzo[a]heptalen-7-yl]-N-[(trifluoroacetyl)glycyl]acetamide OC1=CC2=C(C3=CC=C(C(C=C3[C@H](CC2)N(C(C)=O)C(CNC(C(F)(F)F)=O)=O)=O)SC)C(=C1OC)OC